(E)-cinnamic acid C(\C=C\C1=CC=CC=C1)(=O)O